2,4,6-tris(9H-carbazole-9-yl)-1,3,5-triazine C1=CC=CC=2C3=CC=CC=C3N(C12)C1=NC(=NC(=N1)N1C2=CC=CC=C2C=2C=CC=CC12)N1C2=CC=CC=C2C=2C=CC=CC12